[(4R)-4-ethyl-1-[1-[(1R,2R)-2-[[(3S,4R)-3-hydroxy-2,2-dimethyl-chroman-4-yl]carbamoyl]cyclopropyl]-3-methoxy-propyl]-4-methyl-6-oxo-hexahydropyrimidin-2-ylidene]ammonium C(C)[C@]1(NC(N(C(C1)=O)C(CCOC)[C@H]1[C@@H](C1)C(N[C@H]1[C@@H](C(OC2=CC=CC=C12)(C)C)O)=O)=[NH2+])C